The molecule is an N-acyl-sn-glycero-3-phosphoethanolamine(1-) in which the N-acyl group is specified as oleoyl (9Z-octadecenoyl); major species at pH 7.3. It is a conjugate base of a N-oleoyl-sn-glycero-3-phosphoethanolamine. CCCCCCCC/C=C\\CCCCCCCC(=O)NCCOP(=O)([O-])OC[C@@H](CO)O